(E)-1,3-difluoro-2-methoxy-5-(2-nitrovinyl)benzene FC1=C(C(=CC(=C1)\C=C\[N+](=O)[O-])F)OC